1,2,3,4-tetrazoleacetonitrile N1N=NN=C1CC#N